2-(2,3-dihydro-1,4-benzodioxin-6-yl)-5-[1-(benzenesulfonyl)-1H-pyrrolo[2,3-b]pyridin-4-yl]-1H-pyrrole-3-carboxylic acid methyl ester COC(=O)C1=C(NC(=C1)C1=C2C(=NC=C1)N(C=C2)S(=O)(=O)C2=CC=CC=C2)C2=CC1=C(OCCO1)C=C2